N1=CC=C(C=C1)C(C)OC=1C=C2CNC(C2=CC1C1=CC=C(C=C1)OC(F)(F)F)=O 5-(1-(pyridin-4-yl)ethoxy)-6-(4-(trifluoromethoxy)phenyl)isoindolin-1-one